N-(2-(((3,5-Dichloro-2-hydroxyphenyl)amino)methyl)quinolin-8-yl)-4-(trifluoromethyl)benzenesulfonamide ClC=1C(=C(C=C(C1)Cl)NCC1=NC2=C(C=CC=C2C=C1)NS(=O)(=O)C1=CC=C(C=C1)C(F)(F)F)O